C(C(C)(C)C)(=O)[O-].[Zn+2].C(C(C)(C)C)(=O)[O-] zinc(II) pivalate